FC1=C(C#N)C(=CC=C1CC1=NC=CN=C1)OC 2-fluoro-6-methoxy[(pyrazin-2-yl)methyl]benzonitrile